C(#N)C=1C=C(C=CC1)C=1N=C(SC1C1=CC(=NC(=C1)C)C)NC(=O)N1C[C@@H](N[C@@H](C1)C)C |r| Rac-(3s,5r)-N-[4-(3-cyanophenyl)-5-(2,6-dimethyl-4-pyridinyl)thiazol-2-yl]-3,5-dimethyl-piperazine-1-carboxamide